C1(=CC(=CC=C1)B(O)O)C1=CC(=CC=C1)C1=CC=CC=C1 [1,1':3',1''-terphenyl]-3-yl-boronic acid